(1r,3r)-3-((4-methoxy-5-(quinoxalin-6-yl)pyrrolo[2,1-f][1,2,4]triazin-2-yl)amino)-N,1-dimethylcyclobutane-1-carboxamide COC1=NC(=NN2C1=C(C=C2)C=2C=C1N=CC=NC1=CC2)NC2CC(C2)(C(=O)NC)C